OC=1C=C(C(=O)N)C=CC1[N+](=O)[O-] 3-hydroxy-4-nitrobenzamide